CC1=C(C=CC=C1C)N1CCN(CC1)C(CN1N=C(C2=C1CCC2)C(=O)N2CCC(CC2)(C2=CC=CC=C2)O)=O 1-[4-(2,3-Dimethylphenyl)piperazin-1-yl]-2-[3-(4-hydroxy-4-phenylpiperidin-1-carbonyl)-5,6-dihydrocyclopenta[c]pyrazol-1(4H)-yl]ethan-1-on